2-[3-(methoxymethoxy)-5-methylphenyl]-2-methyl-1,3-dithiolane COCOC=1C=C(C=C(C1)C)C1(SCCS1)C